N-methyl-N-[4-cyano-3-(trifluoromethyl)phenyl]-2-methylpropanamide CN(C(C(C)C)=O)C1=CC(=C(C=C1)C#N)C(F)(F)F